4-((4-(3-((2-((1S)-1-((tetrahydro-2H-pyran-2-yl)oxy)ethyl)-1H-imidazol-1-yl)methyl)isoxazol-5-yl)phenyl)ethynyl)-3,6-dihydropyridine-1(2H)-carboxylic acid tert-butyl ester C(C)(C)(C)OC(=O)N1CCC(=CC1)C#CC1=CC=C(C=C1)C1=CC(=NO1)CN1C(=NC=C1)[C@H](C)OC1OCCCC1